C(C(=C)C)(=O)OCC(COC1=CC(=CC=C1)CCCCCCCC(CCCCCCC)C1=CC=C(C=C1)OCC(COC(C(=C)C)=O)O)O 2-hydroxy-3-(3-(8-(4-(2-hydroxy-3-(methacryloyloxy)propoxy)phenyl)pentadecyl)phenoxy)propyl methacrylate